2-bromo-9-(phenyl-2,3,4,5,6-d5)-1,10-phenanthroline BrC1=NC2=C3N=C(C=CC3=CC=C2C=C1)C1=C(C(=C(C(=C1[2H])[2H])[2H])[2H])[2H]